FC=1C(=NC=2CCNCC2C1)S(=O)(=O)O 3-fluoro-5,6,7,8-tetrahydro-1,6-naphthyridine-2-sulfonic acid